N-[3-[2-(2-hydroxyethoxy)-6-(morpholin-4-yl)pyridin-4-yl]-4-methylphenyl]-4-(trifluoromethoxy)pyrazolidine-1-carboxamide sulfur [S].OCCOC1=NC(=CC(=C1)C=1C=C(C=CC1C)NC(=O)N1NCC(C1)OC(F)(F)F)N1CCOCC1